C=1N=CN2C1C1=CC=CC=C1C2C2C(C(OC2(C)C)(C)C)O 4-(5H-Imidazo[5,1-a]isoindol-5-yl)-2,2,5,5-tetramethyltetrahydrofuran-3-ol